N-{(1R,6S)-2,2-difluoro-6-[4-(propane-2-yl)-1,4-diazacycloheptan-1-yl]cyclohexyl}-4-{5-[(1S,2S)-2-fluorocyclopropyl]-1,2,4-oxadiazol-3-yl}-4-methylpiperidine-1-carboxamide FC1([C@@H]([C@H](CCC1)N1CCN(CCC1)C(C)C)NC(=O)N1CCC(CC1)(C)C1=NOC(=N1)[C@H]1[C@H](C1)F)F